NC1=NC2=CC(=CC=C2C=C1C(F)F)C[C@@H]1CC[C@]2([C@@H]1O[C@H]([C@@H]2O)N2C=CC1=C2N=CN=C1N)O (2R,3R,3aS,6S,6aR)-6-((2-amino-3-(difluoromethyl)quinolin-7-yl)methyl)-2-(4-amino-7H-pyrrolo[2,3-d]pyrimidin-7-yl)hexahydro-2H-cyclopenta[b]furan-3,3a-diol